(3S,4R)-3-fluoro-N-(2-{3-[(4-methanesulfonyl-2-methoxyphenyl)amino]prop-1-yn-1-yl}-3-[(trifluoromethyl)sulfanyl]-1-benzothiophen-7-yl)-1-methylpiperidin-4-amine F[C@H]1CN(CC[C@H]1NC1=CC=CC=2C(=C(SC21)C#CCNC2=C(C=C(C=C2)S(=O)(=O)C)OC)SC(F)(F)F)C